1-(isothiocyanatomethyl)-3-(4-(methylsulfonyl)butyl)benzen N(=C=S)CC1=CC(=CC=C1)CCCCS(=O)(=O)C